C1(CC1)C1=NC=C(C(=N1)OC(C)[C@@H]1CN(CC1)C1=NC=C(C=N1)C(F)(F)F)C#N 2-cyclopropyl-4-(1-((S)-1-(5-(trifluoromethyl)pyrimidin-2-yl)pyrrolidin-3-yl)ethoxy)pyrimidine-5-carbonitrile